BrC=1C=CC(=NC1)C(=O)Cl 5-bromopyridine-2-carbonyl chloride